COCCOC1=C(C=CC=C1)C=1C2=C(C(=NC1C=1C=C(CNC(C=C)=O)C=CC1)C=1C=C3CCNCC3=CC1)CCC2 N-(3-(4-(2-(2-methoxyethoxy)phenyl)-1-(1,2,3,4-tetrahydroisoquinolin-6-yl)-6,7-dihydro-5H-cyclopenta[c]pyridin-3-yl)benzyl)acrylamide